C(CCCCCCC\C=C/CCCCCCCC)(=O)N[C@@H](CC1=CC=CC=C1)C(=O)O N-oleoyl-phenylalanine